3-bromo-5-[(5-methylpyrazin-2-yl)amino]-1-{[2-(trimethylsilyl)ethoxy]methyl}-1H-pyrazole-4-carbonitrile BrC1=NN(C(=C1C#N)NC1=NC=C(N=C1)C)COCC[Si](C)(C)C